FC(C(=O)O)(F)F.[C@H]12CCNCC[C@@H]2C1NS(=O)(=O)C N-((1R,7S,8r)-4-azabicyclo[5.1.0]oct-8-yl)methanesulfonamide, trifluoroacetate salt